9-bromo-1,1-bis(oct-3-yn-1-yloxy)nonane BrCCCCCCCCC(OCCC#CCCCC)OCCC#CCCCC